C1(=CC=CC=C1)[C@H](C)OC(=O)C1CC2(CC(C2)NC(=O)C=2C=NN3C2C(=CC=C3)CC=3N=CC2=CC=CC=C2C3)C1 trans-(S)-2-[[4-(3-isoquinolinylmethyl)pyrazolo[1,5-a]pyridine-3-carbonyl]amino]spiro[3.3]heptane-6-carboxylic acid 1-phenylethyl ester